CN1N=CC2=C1CNC2 1-methyl-4,6-dihydropyrrolo[3,4-c]pyrazol